C1(=CC=CC=C1)N1C(=O)NC=2NC(=O)NC2C1=O phenyluric acid